(2S)-2-[[6-[[5-[3-(3,3-dimethylbutoxy)phenyl]-4-(2-propan-2-ylphenyl)-1,3-thiazol-2-yl]sulfamoyl]pyridin-2-yl]amino]-3,3-dimethylbutanoic acid CC(CCOC=1C=C(C=CC1)C1=C(N=C(S1)NS(=O)(=O)C1=CC=CC(=N1)N[C@H](C(=O)O)C(C)(C)C)C1=C(C=CC=C1)C(C)C)(C)C